Methyl 5-amino-2-(4-tert-butyl-1H-imidazol-1-yl)benzoate NC=1C=CC(=C(C(=O)OC)C1)N1C=NC(=C1)C(C)(C)C